C(C)OC(=O)C=1N=C(SC1C#CCOC)NC(C)=O acetamido-5-(3-methoxyprop-1-yn-1-yl)-1,3-thiazole-4-carboxylic acid ethyl ester